NCC1=NNC(C2=CC=C(C=C12)C=1C=NN(C1C1=C(C2=CC=CC(=C2C=C1)OC)C#N)C)=O 2-(4-(4-(aminomethyl)-1-oxo-1,2-dihydrophthalazin-6-yl)-1-methyl-1H-pyrazol-5-yl)-5-methoxy-1-naphthonitrile